C[Si]([O-])(C)C trimethyl(oxido)silane